2-(4-bromo-3-methylphenyl)propionitrile BrC1=C(C=C(C=C1)C(C#N)C)C